[C@H]12CNC[C@H](CC1)C2NC=2C(=CN(C(C2)=O)C2(CC2)C(F)F)C(=O)N[C@H](C)C2=C(C(=CC=C2)C(F)F)F 4-(((1R,5S,8s)-3-azabicyclo[3.2.1]octan-8-yl)amino)-N-((R)-1-(3-(difluoromethyl)-2-fluorophenyl)ethyl)-1-(1-(difluoromethyl)cyclopropyl)-6-oxo-1,6-dihydropyridine-3-carboxamide